FC=1C=2N(C=CC1)C(=CN2)C2=NC=C(C1=C2CNC1=O)NC1=NC=C(C=C1)N1C[C@H](N(CC1)C)C(C)(C)O (S)-4-(8-fluoroimidazo[1,2-a]pyridin-3-yl)-7-((5-(3-(2-hydroxypropan-2-yl)-4-methylpiperazin-1-yl)pyridin-2-yl)amino)-2,3-dihydro-1H-pyrrolo[3,4-c]pyridin-1-one